ClC=1C=C(C(=O)NC2=NN(C(=C2)C=2N=C3N(C=CC=C3)C2)CC2=CC=C(C=C2)OC)C=CC1OC 3-chloro-N-[5-imidazo[1,2-a]pyridin-2-yl-1-[(4-methoxyphenyl)methyl]-pyrazol-3-yl]-4-methoxy-benzamide